tert-butyl ((2S,5R)-2-(hydroxymethyl)-3-oxabicyclo[4.1.0]heptan-5-yl)carbamate OC[C@@H]1C2CC2[C@H](CO1)NC(OC(C)(C)C)=O